C(C)(C)(C)OC(=O)N(CC[C@@H](C(=O)OC(C)(C)C)NC(=O)OC(C)(C)C)CCCCCO (S)-tert-butyl 4-((tert-butoxycarbonyl)(5-hydroxypentyl)amino)-2-((tert-butoxycarbonyl)amino)butanoate